N-fluoro-N-(benzenesulfonyl)benzenesulfonamide FN(S(=O)(=O)C1=CC=CC=C1)S(=O)(=O)C1=CC=CC=C1